(R)-methyl 3-(2-(2-(6-(4-(1-(3-(1-methyl-4-(5-(pyridin-4-yl)-4H-1,2,4-triazol-3-yl)piperidin-4-ylamino)benzamido)ethyl)phenoxy)hexyloxy)ethoxy)ethoxy)propanoate CN1CCC(CC1)(C1=NN=C(N1)C1=CC=NC=C1)NC=1C=C(C(=O)N[C@H](C)C2=CC=C(OCCCCCCOCCOCCOCCC(=O)OC)C=C2)C=CC1